CN(CCNC)CC=1N=C2N(C(C1)=O)C=CC=C2 ((methyl(2-(methylamino)ethyl)amino)methyl)-4H-pyrido[1,2-a]pyrimidin-4-one